N-((4-chlorophenyl)(piperidin-4-yl)methyl)-4-(trifluoromethoxy)benzenesulfonamide ClC1=CC=C(C=C1)C(NS(=O)(=O)C1=CC=C(C=C1)OC(F)(F)F)C1CCNCC1